N[C@@]1([C@@H](O)O[C@@H]([C@H]([C@@H]1O)O)CO)O 2-amino-alpha-D-glucose